O1COC2=C1C=CC(=C2)C=2C=C1CCN(CC1=CC2)C(=O)NC2=CNC1=CC=C(C=C21)Cl 6-(Benzo[d][1,3]dioxol-5-yl)-N-(5-chloro-1H-indol-3-yl)-3,4-dihydroisoquinoline-2(1H)-carboxamide